CS(=O)(=O)OCC=1N=NC(=C(C1)N1C(NC(CC1)=O)=O)F (5-(2,4-dioxotetrahydropyrimidin-1(2H)-yl)-6-fluoropyridazin-3-yl)methyl methanesulfonate